tetracarbonyl-(1,5-cyclooctadiene) tungsten [W].C(=O)=C1C(C=CC(C(C=C1)=C=O)=C=O)=C=O